NC1C(NCCC1)=O 3-aminopiperidin-2-one